bis(methacryloxymethyl)tricyclo-[5.2.1.02,6]decane C(C(=C)C)(=O)OCC12C3(CCC(C2CCC1)C3)COC(C(=C)C)=O